COC(=O)[C@H]1[C@H]([C@@H]2CCC[C@H]12)C(=O)O (1S,5R,6S,7R)-7-(methoxycarbonyl)bicyclo[3.2.0]heptane-6-carboxylic acid